N1(C=NC=C1)C=1C=C(C(=O)NC2C(OCC2)C)C=CN1 2-(1H-imidazol-1-yl)-N-(2-methyltetrahydrofuran-3-yl)isonicotinamide